tert-Butyl (2S)-2-[(4-bromo-5-chloro-1,3-dihydrofuro[3,4-f]quinolin-7-yl)oxymethyl]pyrrolidine-1-carboxylate BrC1=C2C(=C3C=CC(=NC3=C1Cl)OC[C@H]1N(CCC1)C(=O)OC(C)(C)C)COC2